5-ethyl-2-methylpiperazin C(C)C1NCC(NC1)C